2-Fluoro-5-(((R)-4-Methylmorpholin-2-yl)methoxy)-3-(5-methylthiazol-2-yl)-N-((R)-1-(6-(trifluoromethyl)pyridazin-3-yl)ethyl)benzamide FC1=C(C(=O)N[C@H](C)C=2N=NC(=CC2)C(F)(F)F)C=C(C=C1C=1SC(=CN1)C)OC[C@H]1CN(CCO1)C